(S)-benzyl 4-(2-azido-3-(2H-tetrazol-2-yl)propoxy)benzoate N(=[N+]=[N-])[C@H](COC1=CC=C(C(=O)OCC2=CC=CC=C2)C=C1)CN1N=CN=N1